2-(p-tolyl)benzoic acid C1(=CC=C(C=C1)C1=C(C(=O)O)C=CC=C1)C